naphthalenesulfonic acid, ammonium salt [NH4+].C1(=CC=CC2=CC=CC=C12)S(=O)(=O)[O-]